diethylsilyl-bis(methylindenyl)zirconium dichloride [Cl-].[Cl-].C(C)[SiH](CC)[Zr+2](C1C(=CC2=CC=CC=C12)C)C1C(=CC2=CC=CC=C12)C